4-[(8-cyclopentyl-7-ethyl-5-methyl-6-oxo-7H-pteridin-2-yl)amino]-3-methoxy-N-[2-(4-piperidyloxy)ethyl]benzamide C1(CCCC1)N1C(C(N(C=2C=NC(=NC12)NC1=C(C=C(C(=O)NCCOC2CCNCC2)C=C1)OC)C)=O)CC